C(C1=CC=CC=C1)OC(=O)NC1N(CCCC(C1)O)C(=O)[O-] (((benzyloxy) carbonyl) amino)-4-hydroxyazepan-1-carboxylate